7-bromo-6-chloro-8-cyclopropoxy-2-((((S)-1-methylpyrrolidin-2-yl)methoxy)quinazolin-4-yl)-2-methylpiperazin-1-carboxylate BrC1=CC=C2C(=NC(=NC2=C1OC1CC1)OC[C@H]1N(CCC1)C)C1(N(C(CNC1)Cl)C(=O)[O-])C